N-(5-Methyl-1H-indazol-4-yl)-2-((6-methylpyridin-2-yl)amino)oxazole-5-carboxamide CC=1C(=C2C=NNC2=CC1)NC(=O)C1=CN=C(O1)NC1=NC(=CC=C1)C